CC/C=C\C=C/CCC[C@@H]1[C@H](O1)C#CC#CCCC(=O)OC[C@H](OC(=O)CCCCCCC(C#CC#C/C=C/CCC=C)O)OC(=O)CCC#CC#C[C@@H]2[C@H](O2)CCC/C=C\C=C/CC 1,3-(8R,9R-epoxy-octadec-13Z,15Z-dien-4,6-diynoyl)-2-(8-hydroxy-13E,17E-octadecadien-9,11-diynoyl)-sn-glycerol